CC1=CC=C(C=C1)C1=CC(=CC=C1)CCC(=O)[O-] 3-(4'-methyl biphenyl-3-yl)propanoate